(2S,3S,4S,5R,6R)-6-((8-Chloroquinolin-2-yl)(2,3-dihydrobenzo[b][1,4]dioxin-6-yl)amino)-3,4,5-trihydroxytetrahydro-2H-pyran-2-carboxylic acid ClC=1C=CC=C2C=CC(=NC12)N([C@H]1[C@@H]([C@H]([C@@H]([C@H](O1)C(=O)O)O)O)O)C1=CC2=C(OCCO2)C=C1